NC1(COC1)CC=1C=CC(=NC1)C1=C(C=C(C#N)C=C1)OC1=NC(=NC(=C1)N1CCCC1)C 4-[5-[(3-aminooxetan-3-yl)methyl]pyridin-2-yl]-3-(2-methyl-6-pyrrolidin-1-ylpyrimidin-4-yl)oxybenzonitrile